(E)-3-(2-((4-((S)-2-(4-chloro-2-fluorophenyl)-2-methylbenzo[d][1,3]dioxol-4-yl)piperidin-1-yl)methyl)-1-((S)-2-cyclopropoxypropyl)-1H-imidazol-5-yl)acrylic acid ClC1=CC(=C(C=C1)[C@@]1(OC2=C(O1)C=CC=C2C2CCN(CC2)CC=2N(C(=CN2)/C=C/C(=O)O)C[C@H](C)OC2CC2)C)F